Methylamine bromine [Br].CN